1-[2-(3,3-difluoroazetidin-1-yl)-2-oxo-ethyl]-6-(2-fluoro-3-methyl-phenyl)-3-methyl-imidazo[4,5-b]pyridin-2-one FC1(CN(C1)C(CN1C(N(C2=NC=C(C=C21)C2=C(C(=CC=C2)C)F)C)=O)=O)F